5-chloro-2-(difluoromethyl)-N-((1r,4r)-4-((3-(2-fluoro-phenyl)-2-oxo-2,3-dihydro-1H-imidazo[4,5-b]pyridin-1-yl)methyl)cyclohexyl)nicotinamide ClC=1C=NC(=C(C(=O)NC2CCC(CC2)CN2C(N(C3=NC=CC=C32)C3=C(C=CC=C3)F)=O)C1)C(F)F